FC(C1=NC=CC=C1NC(=O)C1CC12CCN(CC2)C(=O)OC(C(F)(F)F)C(F)(F)F)(F)F 1,1,1,3,3,3-hexafluoropropan-2-yl (+)-1-((2-(trifluoromethyl)pyridin-3-yl)carbamoyl)-6-azaspiro[2.5]octane-6-carboxylate